4,4'-bis(2,4-diaminophenoxy)benzophenone NC1=C(OC2=CC=C(C(=O)C3=CC=C(C=C3)OC3=C(C=C(C=C3)N)N)C=C2)C=CC(=C1)N